ClC=1C(=NC=CC1)S(=O)(=O)O.N1C=NCC1 imidazoline chloropyridinesulfonate